SCCSC(CS)CS 2-(2-mercaptoethylthio)-1,3-dimercaptopropane